2,4-dichloro-7-(6-(4,4-difluoropiperidin-1-yl)pyridin-3-yl)-5,5-dimethyl-5,7-dihydro-6H-pyrrolo[2,3-d]pyrimidin-6-one ClC=1N=C(C2=C(N1)N(C(C2(C)C)=O)C=2C=NC(=CC2)N2CCC(CC2)(F)F)Cl